S(=O)(=O)(O[C@H]1[C@H](O[C@H]([C@@H]([C@H]1O)NC(C)=O)OC1=CC=C(C=C1)NC(CCN(C(CCCC)=O)CCCCCNC(C1=CC=CC=C1)=O)=O)CO)[O-].[Na+] Sodium (2R,3R,4R,5R,6S)-5-acetamido-6-(4-(3-(N-(5-benzamidopentyl)-pentanamido)propanamido)phenoxy)-4-hydroxy-2-(hydroxymethyl)tetrahydro-2H-pyran-3-yl Sulfate